BrC=1C=C2C(=NC=3N(C2=CC1OC)C=CN3)N[C@H](C)C3=CC(=CC=C3)C(F)(F)F (R)-7-bromo-8-methoxy-N-(1-(3-(trifluoromethyl)phenyl)ethyl)imidazo[1,2-a]quinazolin-5-amine